2,6-dichloro-4-(2-(2-(2-(1,3-dioxo-9-(4-(trifluoromethyl)phenyl)-1H-xantheno[2,1,9-def]isoquinolin-2(3H)-yl)ethoxy)ethoxy)ethoxy)benzaldehyde ClC1=C(C=O)C(=CC(=C1)OCCOCCOCCN1C(C2=CC=C3C=4C2=C(C1=O)C=CC4OC4=CC=C(C=C43)C4=CC=C(C=C4)C(F)(F)F)=O)Cl